COC1=C(C(=CC(=C1)S(=O)(=O)C)OC)S(=O)(=O)Cl 2,6-dimethoxy-4-(methylsulfonyl)benzenesulfonyl chloride